CC1(C=2C=CC(=CC2C(CC1)(C)C)CCC1=CC=C(C(=O)O)C=C1)C 4-[2-(5,6,7,8-Tetrahydro-5,5,8,8-tetramethyl-2-naphthalenyl)ethyl]-benzoic acid